(S)-2-(2-fluorophenylsulfonamido)-3-(4-hydroxyphenyl)propanoic acid FC1=C(C=CC=C1)S(=O)(=O)N[C@H](C(=O)O)CC1=CC=C(C=C1)O